(3R)-1-[(4S)-7-(3,5-dimethylisoxazol-4-yl)-4-pyridin-2-yl-4,5-dihydroimidazo[1,5,4-de][1,4]benzoxazin-2-yl]-N,N-dimethylpyrrolidin-3-amine CC1=NOC(=C1C1=CC=C2C=3N([C@H](COC31)C3=NC=CC=C3)C(=N2)N2C[C@@H](CC2)N(C)C)C